6-(3-methylquinoxalin-2-yl)-2H-pyrazolo[3,4-d]pyrimidin-4(5H)-one CC=1C(=NC2=CC=CC=C2N1)C=1NC(C=2C(N1)=NNC2)=O